NC=1C2=C(N=CN1)N(C(=C2C2=CC=C(C(=O)N(C)CC1(CC1)OC)C=C2)C2=CC=C(C=C2)NC(C(=C)C)=O)C 4-(4-amino-6-(4-methacrylamido-phenyl)-7-methyl-7H-pyrrolo[2,3-d]pyrimidin-5-yl)-N-((1-methoxycyclopropyl)methyl)-N-methylbenzamide